ClC1=C2C(=CC(=CC2=CC=C1F)O)OCOC 5-Chloro-6-fluoro-4-(methoxymethoxy)naphthalen-2-ol